ClC1=C(C(=CC(=C1)C#N)F)NC=1N(C2=NC(=NC=C2N1)NC1CCCC1)C1CCC(CC1)(C(=O)N)C (1s,4s)-4-(8-(2-chloro-4-cyano-6-fluorophenylamino)-2-(cyclopentylamino)-9H-purin-9-yl)-1-methylcyclohexanecarboxamide